FCCNC1CCC(CC1)N (1s,4s)-N4-(2-fluoroethyl)cyclohexane-1,4-diamine